3-[(Cyclopropylmethyl){2-[4-([1,3]thiazolo[5,4-c]pyridin-2-yloxy)phenoxy]ethyl}amino]propan-1-ol C1(CC1)CN(CCCO)CCOC1=CC=C(C=C1)OC=1SC=2C=NC=CC2N1